CN(C=1SC2=C(N1)C=CC(=C2)C2=CC1=CN(N=C1C=C2)C)C2CNCC2 n-methyl-6-(2-methyl-2H-indazol-5-yl)-N-(pyrrolidin-3-yl)-1,3-benzothiazol-2-amine